(R)-3-((4-(5-chloro-3-methyl-2-(morpholin-2-ylmethyl)phenyl)pyrrolo[2,1-f][1,2,4]triazin-6-yl)methyl)-1-ethylpyrimidine-2,4(1H,3H)-dione ClC=1C=C(C(=C(C1)C1=NC=NN2C1=CC(=C2)CN2C(N(C=CC2=O)CC)=O)C[C@@H]2CNCCO2)C